5-[3,5-Difluoro-4-(1H-pyrazol-4-yl)phenyl]-N-methyl-N-(2,2,6,6-tetramethylpiperidin-4-yl)[1,3]thiazolo[5,4-d][1,3]thiazol-2-amin Hydrochlorid Cl.FC=1C=C(C=C(C1C=1C=NNC1)F)C=1SC2=C(N1)SC(=N2)N(C2CC(NC(C2)(C)C)(C)C)C